O1CC2(CC=C1)OCC=1C2=[N+](C=CC1)[O-] 5H-spiro[furo[3,4-b]pyridin-7,3'-pyran] 1-oxide